OC(CN1CCN(CC1)C(=O)C1=CC=C(C=C1)C)CNC=1C2=CC=CC=C2N=C2CCCCC12 (4-(2-hydroxy-3-((1,2,3,4-tetrahydroacridin-9-yl)amino)propyl)piperazin-1-yl)(p-tolyl)methanone